N-(2-(2,6-dioxopiperidin-3-yl)-3-oxoisoindolin-5-yl)-2-fluoro-5-methylbenzenesulfonamide O=C1NC(CCC1N1CC2=CC=C(C=C2C1=O)NS(=O)(=O)C1=C(C=CC(=C1)C)F)=O